FC=1C(=C(C=C(C1)C(C)C)C(C(=O)O)N1C[C@@H](CC1)N(CCOC(F)(F)F)CCCCCC1=NC=2NCCCC2C=C1)OC 2-(3-fluoro-5-isopropyl-2-methoxyphenyl)-2-((R)-3-((5-(5,6,7,8-tetrahydro-1,8-naphthyridin-2-yl)pentyl)(2-(trifluoromethoxy)ethyl)amino)pyrrolidin-1-yl)acetic acid